ClC1=C(C=CC(=C1Cl)C(C(F)(F)F)(C(F)(F)F)O)C1=C(N=C(S1)C1=NN=C(N1CC1=CC=C(C=C1)OC)C(C)(C)O)C(=O)N(CC)CC 5-(2,3-dichloro-4-(1,1,1,3,3,3-hexafluoro-2-hydroxypropan-2-yl)phenyl)-N,N-diethyl-2-(5-(2-hydroxypropan-2-yl)-4-(4-methoxybenzyl)-4H-1,2,4-triazol-3-yl)thiazole-4-carboxamide